dimethyl-allyl-acrylamide CC(=C(C(=O)N)CC=C)C